C(C)(C)(C)OC(=O)N1CC(CC(C1)(C)C)(C(=O)O)F 1-(tert-butoxycarbonyl)-3-fluoro-5,5-dimethylpiperidine-3-carboxylic acid